(1S,3S,4S)-N-[(1R)-1-cyano-2-[(3S)-2-oxo-3-piperidyl]ethyl]-2-[(2S)-3-cyclopropyl-2-[(2,2,2-trifluoroacetyl)amino]propanoyl]-5,5-difluoro-2-azabicyclo[2.2.2]octane-3-carboxamide C(#N)[C@@H](C[C@H]1C(NCCC1)=O)NC(=O)[C@H]1N([C@@H]2CC([C@H]1CC2)(F)F)C([C@H](CC2CC2)NC(C(F)(F)F)=O)=O